N12CC(C(CC1)CC2)OC(C(CCS(=O)(=O)C)(C2=CC=CC=C2)CO)=O 2-hydroxymethyl-4-methanesulfonyl-2-phenyl-butyric acid 1-aza-bicyclo[2.2.2]oct-3-yl ester